FC1=CC(=CC=2C(=C(OC21)C)C(=O)NC2(COC2)CO)OCC2=C(N=CS2)C 7-fluoro-N-(3-(hydroxymethyl)oxetan-3-yl)-2-methyl-5-((4-methylthiazol-5-yl)methoxy)benzofuran-3-carboxamide